C(C)C(C(=O)[O-])CCCC.[Cr+2].C(C)C(C(=O)[O-])CCCC chromium(II) 2-ethylhexanoate